2-((3-(2-methyl-3-(1,4-benzodioxan-6-yl)anilino)isothiazolo[4,5-b]pyrazin-5-ylmethylene)amino)-propionic acid CC1=C(NC2=NSC=3C2=NC(=CN3)C=NC(C(=O)O)C)C=CC=C1C1=CC3=C(OCCO3)C=C1